(4-{[(1-Benzyl-piperidin-4-ylmethyl)-amino]-methyl}-phenyl)-[6-(2,3-dihydro-benzo[1,4]dioxin-5-yl)-2-methoxy-pyridin-3-yl]-amine C(C1=CC=CC=C1)N1CCC(CC1)CNCC1=CC=C(C=C1)NC=1C(=NC(=CC1)C1=CC=CC=2OCCOC21)OC